NC1=C2C(=NC=3CCCCC13)N(C=1C=CC(=CC12)O)CCCN(C)C 11-amino-6-(3-(dimethylamino)propyl)-2,3,4,6-tetrahydro-1H-indolo[2,3-b]quinolin-9-ol